pyridyl-piperazineamine N1=C(C=CC=C1)C1N(CCNC1)N